N-(4-fluorophenyl)-2-(4-(3-methoxy-4-((4-trityl-4H-1,2,4-triazol-3-yl)methoxy)phenyl)-3-methyl-2-oxo-6-(trifluoromethyl)-2,3-dihydro-1H-benzo[d]imidazol-1-yl)acetamide FC1=CC=C(C=C1)NC(CN1C(N(C2=C1C=C(C=C2C2=CC(=C(C=C2)OCC2=NN=CN2C(C2=CC=CC=C2)(C2=CC=CC=C2)C2=CC=CC=C2)OC)C(F)(F)F)C)=O)=O